[B].[Ti].[Nb].[Al] ALUMINUM-NIOBIUM-TITANIUM-BORON